Trans-3-oxo-2-pentyl-1-cyclopentaneacetic acid (+)-methyl ester COC(C[C@H]1[C@@H](C(CC1)=O)CCCCC)=O